S(=O)(=O)=CC=1C(=C(C(=C(C1)C=1C(NC(NN1)=O)=O)C)C)C1=CC=C2C(=N1)C=CN2 sulfonyl-(pyrrolo[3,2-b]pyridine-5-yl-(methyl)-3,5-dimethyl-phenyl)-1,2,4-triazine-3,5-dione